FC(C(=O)O)(F)F.FC(C(=O)O)(F)F.C1=C(C=CC2=CC=CC=C12)O naphthalen-2-ol bistrifluoroacetate